2-((2S,3R)-2-(cyclopentyloxy)-3-(3,5-dimethoxy-4-methylphenyl)-3-hydroxypropyl)-6-(methylamino)benzo[d]thiazole-4-carboxylic acid C1(CCCC1)O[C@@H](CC=1SC=2C(N1)=C(C=C(C2)NC)C(=O)O)[C@H](O)C2=CC(=C(C(=C2)OC)C)OC